C(C)OC1=NC=CC=C1C1=CC(=C2C(=N1)C(=NN2C(C)C)C)NCC2=NOC(=N2)C 5-(2-ethoxy-3-pyridinyl)-1-isopropyl-3-methyl-N-[(5-methyl-1,2,4-oxadiazol-3-yl)methyl]pyrazolo[4,3-b]pyridin-7-amine